7-fluoro-5-[4-methyl-7-[(3R)-1-methyl-3-piperidyl]imidazo[4,5-c]pyridazin-3-yl]-2,3-dihydrobenzofuran-4-ol FC=1C=C(C(=C2CCOC21)O)C2=C(C1=C(N=N2)N(C=N1)[C@H]1CN(CCC1)C)C